BrC1=NC(=CC=C1)CC(F)F 2-bromo-6-(2,2-difluoroethyl)pyridine